FC1(CC12CC2N)F 2,2-difluorospiro[2.2]pentan-5-amine